7-bicyclo[2.2.1]hept-2-enyl-methanol tert-butyl-4-(2,4-difluorophenyl)-1,4-diazepan-1-carboxylate C(C)(C)(C)C1N(CCCN(C1)C1=C(C=C(C=C1)F)F)C(=O)OCC1C2C=CC1CC2